C(C1=CC=CC=C1)OCC#CC1=CC=2N(C=N1)C=NN2 7-(3-benzyloxyprop-1-ynyl)-[1,2,4]triazolo[4,3-c]pyrimidine